(R)-2-((S)-1-(4-fluorophenyl)-3,4-dihydroisoquinolin-2(1H)-yl)-7-methyl-1-oxa-3,7-diazaspiro[4.4]non-2-ene FC1=CC=C(C=C1)[C@@H]1N(CCC2=CC=CC=C12)C=1O[C@@]2(CN1)CN(CC2)C